3-(4-pentadecylphenoxy)propan-2-ol C(CCCCCCCCCCCCCC)C1=CC=C(OCC(C)O)C=C1